BrC=1C=C2CN(C(C2=CC1)=O)[C@H](C(=O)OC(C)(C)C)C(C)C tert-butyl (2S)-2-(5-bromo-1-oxo-1,3-dihydro-2H-isoindol-2-yl)-3-methylbutanoate